C1=CC=C(C=C1)CC2=CC(=O)C(=CN2C3=CC=C(C=C3)F)C(=O)N The molecule is a member of the class of 4-pyridones that is nygerone B in which the N-phenyl substituent has been fluorinated at the para position. It has been isolated from Aspergillus niger ATCC 1015. It has a role as an Aspergillus metabolite. It is a monocarboxylic acid amide, a member of 4-pyridones, a member of monofluorobenzenes and a biaryl. It derives from a nygerone B.